C(#N)C=1C=C(C=CC1OC(C)C)C1=NC(=NO1)C1=C2CC[C@@H](C2=CC=C1)NCC(=O)N(C)C (S)-2-(4-(5-(3-cyano-4-isopropoxyphenyl)-1,2,4-oxadiazol-3-yl)-2,3-dihydro-1H-inden-1-ylamino)-N,N-dimethyl-acetamide